BrC=1N=C(C(N(C1)CC1=CC=C(C=C1)OC)=O)C(F)(F)F 5-bromo-1-(4-methoxybenzyl)-3-(trifluoromethyl)pyrazin-2(1H)-one